N-{[4-(1,4-dioxan-2-ylmethoxy)-3-nitrophenyl]sulfonyl}-2-(1H-pyrrolo[2,3-b]pyridin-5-yloxy)benzamide O1C(COCC1)COC1=C(C=C(C=C1)S(=O)(=O)NC(C1=C(C=CC=C1)OC=1C=C2C(=NC1)NC=C2)=O)[N+](=O)[O-]